C(C)(C)(C)OC([C@@H](CC=1C=NC(=CC1)OCCOCCOCC)N1CCNCCNCCNCC1)=O |r| Racemic-tert-butyl-3-{6-[2-(2-ethoxyethoxy)ethoxy]pyridin-3-yl}-2-(1,4,7,10-tetraazacyclododecan-1-yl)propanoate